3-methyl-7-nitro-5-(trifluoromethyl)-1H-indazole CC1=NNC2=C(C=C(C=C12)C(F)(F)F)[N+](=O)[O-]